C(C)OC(C(C)(OC(NC1=C(C=C(C=C1F)F)F)=O)N1N=CC=C1)=O (1H-pyrazol-1-yl)-2-{[(2,4,6-trifluorophenyl)carbamoyl]oxy}-propionic acid ethyl ester